ClC=1C(=CC(=C(C(=O)NS(=O)(=O)N2CCC(CC2)O[C@H]2CN(CC2)C)C1)F)OCC1CCCC1 (R)-5-chloro-4-(cyclopentylmethoxy)-2-fluoro-N-((4-((1-methylpyrrolidin-3-yl)oxy)piperidin-1-yl)sulfonyl)benzamide